ClC1=C(C=CC(=C1)Cl)N1C(=NN=C1SC)CCCCO 4-(4-(2,4-dichlorophenyl)-5-(methylthio)-4H-1,2,4-triazole-3-yl)butan-1-ol